CC1(C(CCCC1)(O)C)C trimethyl-cyclohexanol